OC1=CC2=C(N=C(O2)C=2C(=C(C=CC2)C2=CC=CC=C2)C)C=C1CN1[C@@H](CCC1)C(=O)O ((6-hydroxy-2-(2-methyl-[1,1'-biphenyl]-3-yl)benzo[d]oxazol-5-yl)methyl)-L-proline